tert-butyl (S)-(1-(5-(3-fluoro-4-(1-(tetrahydro-2H-pyran-4-yl)piperidin-4-yl)phenyl)-3-methoxythiophene-2-carbonyl)pyrrolidin-3-yl)carbamate FC=1C=C(C=CC1C1CCN(CC1)C1CCOCC1)C1=CC(=C(S1)C(=O)N1C[C@H](CC1)NC(OC(C)(C)C)=O)OC